BrC1=CC=C(C=C1)C1=CC=C(N1C1=C(C=CC=C1)C(F)(F)F)C1=CC=C(OCCCN(C)C)C=C1 3-[4-[5-(4-bromophenyl)-1-[2-(trifluoromethyl)phenyl]pyrrol-2-yl]phenoxy]-N,N-dimethyl-propan-1-amine